4-[[3-[4-[2-[4-[[(3S,5R)-4-[(2R)-2-amino-2-cyclohexyl-acetyl]-3,5-dimethyl-piperazin-1-yl]methyl]-1-piperidyl]acetyl]piperazine-1-carbonyl]-4-fluoro-phenyl]methyl]-2H-phthalazin-1-one N[C@@H](C(=O)N1[C@H](CN(C[C@H]1C)CC1CCN(CC1)CC(=O)N1CCN(CC1)C(=O)C=1C=C(C=CC1F)CC1=NNC(C2=CC=CC=C12)=O)C)C1CCCCC1